4-(3-chloro-4-iodophenyl)butyric acid ClC=1C=C(C=CC1I)CCCC(=O)O